6-((3aR,6aS)-1,2,3,3a,4,6a-hexahydrocyclopenta[c]pyrrol-5-yl)-5-methyl-1-(1-methyl-1H-pyrazol-4-yl)-1H-indazole C1NC[C@H]2[C@@H]1C=C(C2)C2=C(C=C1C=NN(C1=C2)C=2C=NN(C2)C)C